C(C1=CC=CC=C1)(=O)C1=CC=C(C(=O)N2CCN(CC2)C(=O)C2=CC=NC=C2)C=C1 1-(4-benzoylbenzoyl)-4-(pyridine-4-carbonyl)piperazine